C(CCC)OC(=O)N1CC(CC1)CCN(CCCCCCCCCCCCCC)CCCOC(CCCCCCCCC)=O Butyl-3-(2-((3-(decanoyloxy)propyl)(tetradecyl)amino)ethyl)pyrrolidine-1-carboxylate